N[C@H](C(=O)N1[C@@H](C[C@H](C1)O)C(=O)N[C@@H](C)C1=CC=C(C=C1)C1=C(N=CS1)C)C(C)(C)C (2S,4R)-1-[(2S)-2-amino-3,3-dimethylbutanoyl]-4-hydroxy-N-[(1S)-1-[4-(4-methylthiazol-5-yl)phenyl]ethyl]pyrrolidine-2-carboxamide